3-Methyl-5-(N-phenethyl-N-(2-(4-(thiophene-3-carbonyl)piperazin-1-yl)phenyl)sulfamoyl)benzofuran-2-carboxylic acid CC1=C(OC2=C1C=C(C=C2)S(N(C2=C(C=CC=C2)N2CCN(CC2)C(=O)C2=CSC=C2)CCC2=CC=CC=C2)(=O)=O)C(=O)O